C1N(CCC2=CC=CC=C12)C1CCN(CC1)C1=NC=NC(=C1)NC1=CC=C(C=C1)OC trans-4-(3,4-Dihydroisoquinolin-2(1H)-yl)-1-(6-((4-methoxyphenyl)amino)pyrimidin-4-yl)piperidine